tris(2,2'-bipyridine) osmium (II) (hexafluorophosphate) F[P-](F)(F)(F)(F)F.[Os+2].N1=C(C=CC=C1)C1=NC=CC=C1.N1=C(C=CC=C1)C1=NC=CC=C1.N1=C(C=CC=C1)C1=NC=CC=C1.F[P-](F)(F)(F)(F)F